IC=1C=C2CCCC2=CC1 5-iodo-2,3-dihydro-1H-indene